CCC(C)C(=O)O 2-methyl butyrate